ClC=1C=C(C=C2C(=C(C=NC12)C#N)NC1=CC(=C(C=C1)F)Cl)N[C@H](C=1N=NN(C1)CCO)C=1C(=NC(=CC1)Cl)Cl (S)-8-chloro-4-((3-chloro-4-fluorophenyl)amino)-6-(((2,6-dichloropyridin-3-yl)(1-(2-hydroxyethyl)-1H-1,2,3-triazol-4-yl)methyl)amino)quinoline-3-carbonitrile